4-methyl-N-(4,4,4-trifluoro-3-hydroxybutyl)benzene-1-sulfonamide CC1=CC=C(C=C1)S(=O)(=O)NCCC(C(F)(F)F)O